Tetrahydropyran-4-yl-acetic acid ethyl ester C(C)OC(CC1CCOCC1)=O